OB1OCC2=C1C=CC(=C2)NC2=NC=C(C(=N2)NC=2C=C(C(=O)OCC)C=CC2)C ethyl 3-((2-((1-hydroxy-1,3-dihydro-benzo[c][1,2]oxaborol-5-yl)amino)-5-methylpyrimidin-4-yl)amino)benzoate